(5s,7s)-2-bromo-5-(2,6-difluorophenyl)-7-fluoro-6,7-dihydro-5H-pyrrolo[1,2-b][1,2,4]triazole BrC=1N=C2N(N1)[C@@H](C[C@@H]2F)C2=C(C=CC=C2F)F